C(C)N([C@@H](CC(C)C)C(=O)O)CC (E)-N,N-diethyl-L-leucine